tert-butyl 6-((3,5-dimethylisoxazol-4-yl)methyl)-5-oxo-1,4,5,6-tetrahydropyrido[3,4-c][1,8]naphthyridine-3(2H)-carboxylate CC1=NOC(=C1CN1C(C2=C(C=3C=CC=NC13)CCN(C2)C(=O)OC(C)(C)C)=O)C